N-(4-(3,3-difluorocyclobutoxy)phenyl)-4-(1-methyl-1H-imidazol-5-yl)pyrimidine-2-carboxamide FC1(CC(C1)OC1=CC=C(C=C1)NC(=O)C1=NC=CC(=N1)C1=CN=CN1C)F